C(C)(=O)OOC1=C(C=C(C=C1)C1=CC(SS1)=S)CCCCCCCCCCC1=C(C(C(=C(C1=O)OC)OC)=O)C (10-(4,5-dimethoxy-2-methyl-3,6-dioxocyclohexa-1,4-dien-1-yl) decyl (4-3-thioxo-3H-1,2-dithiol-5-yl) phenoxy) acetate